2-((R)-3-(1,3-dioxoisoindolin-2-yl)butoxy)-5-fluoropyridine O=C1N(C(C2=CC=CC=C12)=O)[C@@H](CCOC1=NC=C(C=C1)F)C